(2R,3S,5R)-2-((bis(4-methoxyphenyl)(phenyl)methoxy)methyl)-5-(4-((di(prop-2-yn-1-yl)amino)methyl)-1H-1,2,3-triazol-1-yl)tetrahydrofuran-3-ol COC1=CC=C(C=C1)C(OC[C@H]1O[C@H](C[C@@H]1O)N1N=NC(=C1)CN(CC#C)CC#C)(C1=CC=CC=C1)C1=CC=C(C=C1)OC